N[C@H]1CN(CCCC1)C(=O)OC(C)(C)C tert-butyl (R)-3-aminoazepan-1-carboxylate